(2S,4R)-1-((S)-2-amino-3,3-dimethylbutanoyl)-4-hydroxy-N-((S)-1-(4-(4-methylthiazol-5-yl)phenyl)ethyl)pyrrolidine-2-carboxamide hydrochloric acid salt Cl.N[C@H](C(=O)N1[C@@H](C[C@H](C1)O)C(=O)N[C@@H](C)C1=CC=C(C=C1)C1=C(N=CS1)C)C(C)(C)C